methyl (S)-4-(1-((tert-butyldimethylsilyl)oxy)ethyl)benzoate [Si](C)(C)(C(C)(C)C)O[C@@H](C)C1=CC=C(C(=O)OC)C=C1